(4-(5-(3,5-dichlorophenyl)-5-(trifluoromethyl)-4,5-dihydroisoxazol-3-yl)phenyl)(4-fluoro-1H-indol-1-yl)methanone ClC=1C=C(C=C(C1)Cl)C1(CC(=NO1)C1=CC=C(C=C1)C(=O)N1C=CC2=C(C=CC=C12)F)C(F)(F)F